ClC=1NC(=CC1C(=O)OCC)C1=C(C=CC=C1)F ethyl 2-chloro-5-(2-fluorophenyl)-1H-pyrrole-3-carboxylate